C(C1=CC=CC=C1)N1C2=C(SCC1)C=CC(=C2)C(CC(=O)N(C)C)NS(=O)C(C)(C)C 3-(4-Benzyl-3,4-dihydro-2H-benzo[b][1,4]thiazin-6-yl)-3-((tert-butylsulfinyl)amino)-N,N-dimethylpropanamide